O1CCN(CC1)CCOC1=C(N=C(O1)N)C 2-morpholinoethoxy(methyl)oxazol-2-amine